triethyl-1,3,5-triazine C(C)C1=NC(=NC(=N1)CC)CC